C1(=CC=CC=C1)[SH+]C1=C(C(=CC=C1)C)C phenylxylylsulfonium